C(CCCCCCC\C=C/CCCCCCCC)NC(CCCCCCC\C=C/CCCCCCCC)=O N-oleyl-oleamide